BrCC=1C=C(O[C@H](C(=O)OC)C(C)C)C=CC1 (S)-Methyl 2-(3-(bromomethyl)phenoxy)-3-methylbutanoate